S1C(=NN=C1)C=1N=CC(=NC1)C(=O)N1C[C@H]2C([C@H]2C1)COC1=NC(=CC=C1)C(F)(F)F (1R,5S,6S)-3-[5-(1,3,4-thiadiazol-2-yl)pyrazine-2-carbonyl]-6-({[6-(trifluoromethyl)-pyridin-2-yl]oxy}methyl)-3-azabicyclo[3.1.0]hexane